2-propylethylenediamine C(CC)C(CN)N